choline bis(2-hydroxyethyl)dimethyl-ammonium chloride [Cl-].OCC[N+](C)(C)CCO.OCC[N+](C)(C)C.[Cl-]